C(C1=CC=CC=C1)OC=1C=C2C(=CN1)OC(=C2C(=O)OCC)C ethyl 5-benzyloxy-2-methyl-furo[2,3-c]pyridine-3-carboxylate